((2R,3S,4R,5R)-5-((bis(4-methoxyphenyl)(phenyl)methoxy)methyl)-4-((tert-butyldimethylsilyl)oxy)-5-(((tert-butyldimethylsilyl)oxy)methyl)-3-fluorotetrahydrofuran-2-yl)-5-fluoropyrimidine COC1=CC=C(C=C1)C(OC[C@]1([C@H]([C@H]([C@H](O1)C1=NC=C(C=N1)F)F)O[Si](C)(C)C(C)(C)C)CO[Si](C)(C)C(C)(C)C)(C1=CC=CC=C1)C1=CC=C(C=C1)OC